3β-acetoxy-5α-hydroxy-6β-[3-(4-aminobutylamino)propylamino]cholestane C(C)(=O)O[C@@H]1C[C@@]2([C@@H](C[C@H]3[C@@H]4CC[C@H]([C@@H](CCCC(C)C)C)[C@]4(CC[C@@H]3[C@]2(CC1)C)C)NCCCNCCCCN)O